C1(CCC1)OC1=C(SC=C1)CNCC[C@]1(CCOC2(CCCC2)C1)C1=NC=CC=C1 (R)-N-((3-cyclobutoxythiophen-2-yl)methyl)-2-(9-(pyridin-2-yl)-6-oxaspiro[4.5]decan-9-yl)ethylamine